Cl.COC(CCO)=O 3-hydroxypropionic acid methyl ester hydrochloride